OCC12CC(C1)(C2)C(=O)NC=2N=CC1=CC=C(C=C1C2)C=2C=NN(C2)C 3-(hydroxymethyl)-N-(6-(1-methyl-1H-pyrazol-4-yl)isoquinolin-3-yl)bicyclo[1.1.1]pentane-1-carboxamide